4-(benzyloxy)-6-bromopyridine-2-carbonyl chloride C(C1=CC=CC=C1)OC1=CC(=NC(=C1)Br)C(=O)Cl